Isopropyl 2-((2-methoxy-4-(4-(4-methylpiperazin-1-yl)piperidin-1-yl)phenyl)amino)-4-((1-(methylsulfonyl)indolin-7-yl)amino)pyrimidine-5-carboxylate COC1=C(C=CC(=C1)N1CCC(CC1)N1CCN(CC1)C)NC1=NC=C(C(=N1)NC=1C=CC=C2CCN(C12)S(=O)(=O)C)C(=O)OC(C)C